O[C@@]1([C@@H](CCCC1)O)C(=O)OCC |r| (±)-cis-Ethyl 1,2-dihydroxycyclohexanecarboxylate